methyl 2-[[3-[4-(cyclopropylcarbamoyl)-3-(difluoromethoxy)-5-methoxy-phenyl]imidazo[1,2-a]pyridin-7-yl]oxymethyl]piperidine-1-carboxylate C1(CC1)NC(=O)C1=C(C=C(C=C1OC)C1=CN=C2N1C=CC(=C2)OCC2N(CCCC2)C(=O)OC)OC(F)F